1-(2-(4-methoxyphenyl)-6-methyl-nicotinoyl)-4-p-tolyl-thiosemicarbazide COC1=CC=C(C=C1)C1=C(C(=O)NNC(=S)NC2=CC=C(C=C2)C)C=CC(=N1)C